Methyl 3-hydroxy-3-(6-methoxypyridin-3-yl)cyclobutane-1-carboxylate OC1(CC(C1)C(=O)OC)C=1C=NC(=CC1)OC